5-(3-{4-[3-(azetidin-1-yl)prop-1-yn-1-yl]-2-fluorophenoxy}propyl)-2-{3-[(1,3-benzothiazol-2-yl)amino]-4-methyl-5H,6H,7H,8H-pyrido[2,3-c]pyridazin-8-yl}-1,3-thiazole-4-carboxylic acid N1(CCC1)CC#CC1=CC(=C(OCCCC2=C(N=C(S2)N2CCCC3=C2N=NC(=C3C)NC=3SC2=C(N3)C=CC=C2)C(=O)O)C=C1)F